[Na+].C(C1=CC=CC=C1)N(CCOC1CCC(CC1)OC/C=C/C(=O)[O-])CC1=CC=CC=C1 (E)-4-(((1r,4r)-4-(2-(Dibenzylamino)ethoxy)cyclohexyl)oxy)but-2-enoic acid, Sodium salt